BrC=1C=NN(C1)CC(CNC(OC(C)(C)C)=O)O[Si](C)(C)C(C)(C)C tert-butyl (3-(4-bromo-1H-pyrazol-1-yl)-2-((tert-butyldimethylsilyl)oxy)propyl)carbamate